NC1=CC(=NC(=C1)C(F)(F)F)[C@@H](C)N[S@](=O)C(C)(C)C (R)-N-[(1R)-1-[4-amino-6-(trifluoromethyl)-2-pyridyl]ethyl]-2-methyl-propane-2-sulfinamide